N-[(S)-1-(3-chloro-5-fluorophenyl)ethyl]-4-[(S)-5-methyl-1,4-diazepan-1-yl]-8-cyclopropyl-6-methyl-1,7-diaza-3-naphthamide ClC=1C=C(C=C(C1)F)[C@H](C)NC(=O)C=1C=NC2=C(N=C(C=C2C1N1CCN[C@H](CC1)C)C)C1CC1